C(C)OC(C[C@@H](C=1C=C(C(=CC1)C)C1=CC(=CC=C1)OC(F)(F)F)N)=O (S)-3-amino-3-(6-methyl-3'-(trifluoromethoxy)biphenyl-3-yl)propionic acid ethyl ester